(2S)-3-(8-(benzo[c][1,2,5]thiadiazol-5-ylsulfonyl)-1-oxa-8-azaspiro[4.5]dec-3-ylamino)2-hydroxypropoxy-N-methylbenzenesulfonamide N=1SN=C2C1C=CC(=C2)S(=O)(=O)N2CCC1(CC(CO1)NC[C@@H](COC1=C(C=CC=C1)S(=O)(=O)NC)O)CC2